2-(2-Chloro-4-methoxyphenyl)-3-methyl-8-(1-methyl-1H-pyrazol-4-yl)-3H-imidazo[4,5-f]quinoxaline ClC1=C(C=CC(=C1)OC)C=1N(C=2C(=C3N=C(C=NC3=CC2)C=2C=NN(C2)C)N1)C